6-(3-((tert-butyl-dimethylsilyl)oxy)prop-1-yn-1-yl)-2-methyl-3-nitropyridine [Si](C)(C)(C(C)(C)C)OCC#CC1=CC=C(C(=N1)C)[N+](=O)[O-]